C(C1=CC=CC=C1)OC1=CC=C(C=C1)C=1C=2C=CC(=CC2CCC1Br)O[Si](C)(C)C(C)(C)C [5-(4-benzyloxyphenyl)-6-bromo-7,8-dihydronaphthalen-2-yl]oxy-tert-butyl-dimethyl-silane